3-chloro-6-(4-(trifluoromethyl)phenyl)pyridazine ClC=1N=NC(=CC1)C1=CC=C(C=C1)C(F)(F)F